1-[4-(5-Hydroxypyridin-2-yl)-piperazin-1-yl]-3-(1H-indol-3-yl)-propan-1-one OC=1C=CC(=NC1)N1CCN(CC1)C(CCC1=CNC2=CC=CC=C12)=O